FC(OC=1C=NC(=NC1)N[C@@H]1C[C@H](CC1)NC=1C(N(C=CC1)C=1C=NC=C(C1)C(F)(F)F)=O)F ((1S,3S)-3-((5-(difluoromethoxy)pyrimidin-2-yl)amino)cyclopentyl)amino-5'-(trifluoromethyl)-2H-[1,3'-bipyridyl]-2-one